NC1=NC=CC=C1C1=CC(=NC=N1)NC(=O)[C@@H]1[C@@H](C1)F (1R,2R)-N-[6-(2-aminopyridin-3-yl)pyrimidin-4-yl]-2-fluorocyclopropane-1-carboxamide